(2,2,2-trifluoroethyl)imidazolidin FC(CN1CNCC1)(F)F